OC1=CC=2C(C3=CC(=CC=C3C2C=C1)O)=O 2,7-dihydroxyl-9-fluorenone